1-butyl-3-Methylimidazole hexafluorophosphate F[P-](F)(F)(F)(F)F.C(CCC)N1CN(C=C1)C